N-(2,5-dibromophenyl)-2-ethylhexyl-amide BrC1=C(C=C(C=C1)Br)[N-]CC(CCCC)CC